methyl 1-(2-methylpyridin-3-yl)-2,4-dioxo-7-(trifluoromethyl)-1,2,3,4-tetrahydropyrido[2,3-d]pyrimidine-5-carboxylate CC1=NC=CC=C1N1C(NC(C2=C1N=C(C=C2C(=O)OC)C(F)(F)F)=O)=O